N-(4-ethynylbenzyl)-1-(pyridin-4-yl)methylamine C(#C)C1=CC=C(CNCC2=CC=NC=C2)C=C1